7-(6-(((1s,2s,3r,5r)-2-fluoro-9-azabicyclo[3.3.1]non-3-yl)oxy)pyridazin-3-yl)quinolin-6-ol F[C@H]1[C@@H]2CCC[C@H](C[C@H]1OC1=CC=C(N=N1)C1=C(C=C3C=CC=NC3=C1)O)N2